C(CCC)OC=1C(=C(C=O)C=CC1)OCCCC dibutoxybenzaldehyde